1-bromo-2-ethoxy-5-methoxy-4-(trifluoromethyl)benzene BrC1=C(C=C(C(=C1)OC)C(F)(F)F)OCC